C(C)(C)N1N=C2C=C(C=CC2=C1)COC1=CC=CC(=N1)C1CCN(CC1)CC1=NC2=C(N1C[C@H]1OCC1)C=C(C=C2)C(=O)[O-] (S)-2-((4-(6-((2-isopropyl-2H-indazol-6-yl)methoxy)pyridin-2-yl)piperidin-1-yl)methyl)-1-(oxetan-2-ylmethyl)-1H-benzo[d]imidazole-6-carboxylate